((4-((4-cyanophenyl)amino)pyrimidin-2-yl)thio)propanoic acid C(#N)C1=CC=C(C=C1)NC1=NC(=NC=C1)SC(C(=O)O)C